(2S,3R)-N-(2-amino-4-((4-(trifluoromethyl)benzyl)amino)phenyl)-2,3-difluorodecanamide NC1=C(C=CC(=C1)NCC1=CC=C(C=C1)C(F)(F)F)NC([C@@H]([C@@H](CCCCCCC)F)F)=O